S1(C2=C(C=C1)C=CC=C2)=O benzo[b]thiophene-1-oxide